[Cl-].C12=CC=C(N1)C=C1C=CC(=N1)C=C1C=CC(N1)=CC=1C=CC(N1)=C2.[Ir+3].[Cl-].[Cl-] iridium porphyrin chloride